S1C(=CC=C1)C(C=CC=1SC=CC1)=O 1,3-bis(thiophen-2-yl)prop-2-en-1-one